tert-Butyl 5-methylene-5,6,9,10-tetrahydro-4H-isoxazolo[5,4-c]pyrido-[4',3':3,4]pyrazolo[1,5-a]azepine-11(12H)-carboxylate C=C1CC2=C(C=3N(C1)N=C1C3CN(CC1)C(=O)OC(C)(C)C)ON=C2